Methyl 2-[6-(1,1-difluoropropyl) pyridin-3-yl]-5-({[1-(2-fluoro-4-methylphenyl) cyclopropyl] carbonyl} amino)benzoate FC(CC)(F)C1=CC=C(C=N1)C1=C(C(=O)OC)C=C(C=C1)NC(=O)C1(CC1)C1=C(C=C(C=C1)C)F